C(C1=CC=CC=C1)N1C(C(=CC2=C(C=CC=C12)C)C)=O 1-benzyl-3,5-dimethylquinolin-2(1H)-one